1-(2,2-difluoroethyl)-5-methyl-6-(7-oxo-2-(2-(trifluoromethyl)pyridin-4-yl)-2,6-diazaspiro[3.4]octan-6-yl)-1,5-dihydro-4H-pyrazolo[3,4-d]pyrimidin-4-one FC(CN1N=CC2=C1N=C(N(C2=O)C)N2CC1(CN(C1)C1=CC(=NC=C1)C(F)(F)F)CC2=O)F